NC1=NC=CC=C1C1=NC=2C(=NC(=CC2)N2N=C(N=C2)C)N1C=1C=C2CC[C@@H](C2=CC1)NC(C1=CN=C(C=C1)C)=O (S)-N-(5-(2-(2-aminopyridin-3-yl)-5-(3-methyl-1H-1,2,4-triazol-1-yl)-3H-imidazo[4,5-b]pyridin-3-yl)-2,3-dihydro-1H-inden-1-yl)-6-methylnicotinamide